tert-butyl 2-(6-cyano-1-(2-(4-fluoro-2-methoxyphenyl)-2-((tetrahydro-2H-pyran-4-yl) oxy) ethyl)-5-methyl-2,4-dioxo-1,2-dihydrothieno[2,3-d]pyrimidin-3(4H)-yl)-2-methylpropionate C(#N)C1=C(C2=C(N(C(N(C2=O)C(C(=O)OC(C)(C)C)(C)C)=O)CC(OC2CCOCC2)C2=C(C=C(C=C2)F)OC)S1)C